S1[C@@]2(NCC1)CCCN1CCOC3CCCCC3C3CCC(OC[C@H]12)CC3 |o1:1,24| rel-(1s,15S,16S,19s)-8,18-dioxa-11-azaspiro[tetracyclo[17.2.2.02,7.011,16]tricosane-15,2'-[1,3]thiazolidine]